FC1=C(C=CC(=C1CO)C)NCC=1C=C(C=CC1)NC(OC(C)(C)C)=O tert-butyl (3-(((2-fluoro-3-(hydroxy-methyl)-4-methyl-phenyl)amino)-methyl)phenyl)-carbamate